2-(6-((1S,4S)-5-(4-chloro-3-(1-methyl-1H-benzo[d]imidazol-2-yl)phenyl)-2,5-diazabicyclo[2.2.1]heptan-2-yl)pyridin-3-yl)propan-2-ol ClC1=C(C=C(C=C1)N1[C@@H]2CN([C@H](C1)C2)C2=CC=C(C=N2)C(C)(C)O)C2=NC1=C(N2C)C=CC=C1